FC(OC1=CC2=C(N=CN2)C=C1)F 5-difluoromethoxybenzimidazole